5-(1H-1,2,4-triazol-1-yl)-1H-pyrazolo[4,3-b]Pyridin-7-amine N1(N=CN=C1)C1=CC(=C2C(=N1)C=NN2)N